2-chloro-3,3,3-trifluoro-2-(monochlorodifluoromethyl)propionitrile ClC(C#N)(C(F)(F)F)C(F)(F)Cl